CC1=CC=C(C=N1)NC(=O)C1=C(C=CC=C1)NC(CCOCCOCCNC(OC(C)(C)C)=O)=O tert-butyl (2-(2-(3-((2-((6-methylpyridin-3-yl)carbamoyl)phenyl)amino)-3-oxopropoxy)ethoxy)ethyl)carbamate